S1C=CC=2C1=C1NC3=CC=CC=C3C1=CC2 thieno[2,3-a]carbazole